((1R,3R)-3-aminocyclobutyl)(4-(4-(trifluoromethyl)-1H-pyrrolo[2,3-c]pyridin-7-yl)piperazin-1-yl)methanone NC1CC(C1)C(=O)N1CCN(CC1)C=1N=CC(=C2C1NC=C2)C(F)(F)F